ClC1C(CC(NC1)N1C(N(CC1O)C)=O)C(F)(F)F 3-[5-chloro-4-(trifluoromethyl)piperidin-2-yl]-4-hydroxy-1-methylimidazolin-2-one